COC=C1C(OC(OC1=O)(C)C)=O (methoxymethylene)-2,2-dimethyl-1,3-dioxane-4,6-dione